ClC=1C=C(C(=NC1)OC)S(=O)(=O)NC1=C(C(=C(C=C1)F)C=1C=CC=2N(C1F)C=NC2C=2NN=CC2)F 5-chloro-N-[2,4-difluoro-3-[5-fluoro-1-(2H-pyrazol-3-yl)imidazo[1,5-a]pyridin-6-yl]phenyl]-2-methoxypyridine-3-sulfonamide